3-cyclopropyl-4-(4-cyclopropylsulfonyl-3-methyl-phenyl)-N-methyl-1H-pyrazolo[3,4-c]pyridine-5-carboxylic acid C1(CC1)C1=NN(C2=CN=C(C(=C21)C2=CC(=C(C=C2)S(=O)(=O)C2CC2)C)C(=O)O)C